C(#N)[C@H](C[C@H]1C(NCC1)=O)NC(=O)[C@H]1N(CC[C@@H](C1)C)C([C@@H](NS(=O)(=O)C(F)(F)F)C(C)(C)C)=O (2S,4S)-N-{(1S)-1-cyano-2-[(3S)-2-oxopyrrolidin-3-yl]ethyl}-4-methyl-1-{3-methyl-N-[(trifluoromethyl)sulfonyl]-L-valyl}piperidine-2-carboxamide